(6aR,8R)-2-chloro-6a-(difluoromethyl)-8-(5-vinyl-1H-pyrazolo[4,3-b]pyridin-1-yl)-5,6,6a,7,8,9-hexahydropyrrolo[1',2':4,5]pyrazino[2,3-c]pyridazine ClC=1C=C2C(=NN1)NC[C@@]1(N2C[C@@H](C1)N1N=CC2=NC(=CC=C21)C=C)C(F)F